6-((3,3-difluoroazetidin-1-yl)methyl)-2-(6-((1S,3S)-3-methyl-1-(4-methyl-4H-1,2,4-triazol-3-yl)cyclobutyl)imidazo[1,2-a]pyridin-8-yl)-4-(trifluoromethyl)isoindol-1-one FC1(CN(C1)CC1=CC(=C2CN(C(C2=C1)=O)C=1C=2N(C=C(C1)C1(CC(C1)C)C1=NN=CN1C)C=CN2)C(F)(F)F)F